CC(C)=CCCC(=CCCC(=CCCC=C(CCC=C(CCC=C(C)C)C)C)C)C 2,6,10,15,19,23-hexamethyltetracosa-2,6,10,14,18,22-hexaene